N-((4-(3-cyclopropyl-1,2,4-oxadiazol-5-yl)bicyclo[2.2.2]octan-1-yl)methyl)-N-(3-(3-cyclopropyl-1,2,4-oxadiazol-5-yl)phenyl)tetrahydro-2H-pyran-3-carboxamide C1(CC1)C1=NOC(=N1)C12CCC(CC1)(CC2)CN(C(=O)C2COCCC2)C2=CC(=CC=C2)C2=NC(=NO2)C2CC2